OCC1=NN(C=C1)C(=O)OC(C)(C)C tert-butyl 3-(hydroxymethyl)-1H-pyrazole-1-carboxylate